1-(3-(((4-(((adamantan-1-yl)amino)methyl)thiazol-2-yl)methyl)amino)phenyl)dihydropyrimidine-2,4(1H,3H)-dione C12(CC3CC(CC(C1)C3)C2)NCC=2N=C(SC2)CNC=2C=C(C=CC2)N2C(NC(CC2)=O)=O